6-chloro-indolizine ClC1=CN2C=CC=C2C=C1